ClC1=C(C=C(C=C1)NC(=O)NC1CCC=2NC3=CC(=CC=C3C2C1)C=1C=NN(C1)C)C(F)(F)F 1-(4-chloro-3-trifluoromethylphenyl)-3-(7-(1-methyl-1H-pyrazol-4-yl)-2,3,4,9-tetrahydro-1H-carbazol-3-yl)urea